FC1([C@H]2C[C@@H]([C@H]([C@@](C1)(N2)C)OC)OC=2N=NC(=CN2)C=2C=C1C=CN=CC1=CC2O)F 6-(3-(((1R,2S,3S,5R)-6,6-difluoro-2-methoxy-1-methyl-8-azabicyclo[3.2.1]octan-3-yl)oxy)-1,2,4-triazin-6-yl)isoquinolin-7-ol